C(C)C1=C(C=CC(=C1)N1C[C@H]2CC[C@@H](C1)N2C)NC2=NC=C(C(=N2)NCCCNC(=O)C2CCC2)C(F)(F)F N-(3-((2-((2-ethyl-4-((1R,5S)-8-methyl-3,8-diazabicyclo[3.2.1]octan-3-yl)phenyl)amino)-5-(trifluoromethyl)pyrimidin-4-yl)amino)propyl)cyclobutanecarboxamide